5-bromo-6-methyl-2-(methylsulfonyl)-N-(prop-2-en-1-yl)pyrimidine-4-carboxamide BrC=1C(=NC(=NC1C)S(=O)(=O)C)C(=O)NCC=C